COC1CCC12NCCCC2 3-methoxy-5-azaspiro[3.5]nonan